ClC1=C(C(=NC2=CC(=C(C=C12)Cl)OC)C)C1=CC=C(C=C1)C1=C(C=CC=C1)Cl 4,6-dichloro-3-(2'-chloro-[1,1'-biphenyl]-4-yl)-7-methoxy-2-methylquinoline